2-((tert-butoxycarbonyl)amino)-3-cyano-7-fluorobenzo[b]thiophen C(C)(C)(C)OC(=O)NC1=C(C2=C(S1)C(=CC=C2)F)C#N